CC(C(=O)OCC(=O)O)=C 2-(2-methylpropane-2-enoyloxy)acetic acid